5'-methyl-[2,3'-bipyridine]-6'-carboxylate CC=1C=C(C=NC1C(=O)[O-])C1=NC=CC=C1